OC[C@H](C1=CC=CC=C1)NC1=NC(=NC=C1C1=NN=NN1C)NC=1C=C2CCNC(C2=CC1)=O 6-[[4-[[(1S)-2-hydroxy-1-phenyl-ethyl]amino]-5-(1-methyltetrazol-5-yl)pyrimidin-2-yl]amino]-3,4-dihydro-2H-isoquinolin-1-one